FC(C1=NN=C(S1)N1N=CC2=C(C=C(C=C12)S(=O)(=O)NC1(CC1)C#N)C=1N=CN(C1)C)F 1-[({1-[5-(difluoromethyl)(1,3,4-thiadiazol-2-yl)]-4-(1-methylimidazol-4-yl)-1H-indazol-6-yl}sulfonyl)amino]cyclopropanecarbonitrile